(1S,4s)-4-(2-Cyano-4-methoxy-5-(((1S,2R,3S,4R)-3-(((1-methylcyclobutyl)methyl)carbamoyl)bicyclo[2.2.1]heptan-2-yl)carbamoyl)phenoxy)-1-methylcyclohexane-1-carboxylic acid C(#N)C1=C(OC2CCC(CC2)(C(=O)O)C)C=C(C(=C1)OC)C(N[C@@H]1[C@H]2CC[C@@H]([C@@H]1C(NCC1(CCC1)C)=O)C2)=O